CC=CC1=C(CCC(=C1)C)C1OCC(CO1)(C(CC)C)C 2-(2,4-dimethylvinylcyclohexene-3-ene-1-yl)-5-methyl-5-(1-methylpropyl)-1,3-dioxane